6-phenyl-2,2'-bipyridine platinum (II) [Pt+2].C1(=CC=CC=C1)C1=CC=CC(=N1)C1=NC=CC=C1